ClC1=C(C(=CC=C1)Cl)C1=CC=NC2=CC(=CC=C12)O[C@@H](C(=O)N1CCCCC1)C (3S)-1-[(2R)-2-[[4-(2,6-Dichlorophenyl)-7-quinolyl]oxy]propanoyl]piperidin